CC1(C=CC=C1)[Hf](N(C)C)(N(C)C)N(C)C.[Hf] hafnium (methylcyclopentadienyl)tris(dimethylamino)hafnium